5-methyl-2-((1-methyl-1H-pyrazol-4-yl)amino)pyrimidine-4-carboxamide CC=1C(=NC(=NC1)NC=1C=NN(C1)C)C(=O)N